4-(3-Chloro-2-(4-cyanobutyl)-4-(2-((2R)-2-hydroxy-7-azabicyclo[2.2.1]heptan-7-yl)acetyl)-5-methyl-1H-pyrrol-1-yl)-2-fluorobenzonitrile ClC1=C(N(C(=C1C(CN1C2[C@@H](CC1CC2)O)=O)C)C2=CC(=C(C#N)C=C2)F)CCCCC#N